2-(2-Chloro-6-fluorophenyl)-1-((1S,3R)-3-(hydroxymethyl)-1-methyl-5-(1-(oxetan-3-yl)-1H-pyrazol-4-yl)-3,4-dihydroisochinolin-2(1H)-yl)ethan-1-on ClC1=C(C(=CC=C1)F)CC(=O)N1[C@H](C2=CC=CC(=C2C[C@@H]1CO)C=1C=NN(C1)C1COC1)C